ClC1=CC(=C(C=C1)C1(OC2=C(O1)C=CC=C2C2CCN(CC2)CC2=NC1=C(N2C[C@H]2OCC2)C=C(C=C1OC)C(=O)O)C)F 2-((4-(2-(4-chloro-2-fluorophenyl)-2-methylbenzo[d][1,3]dioxol-4-yl)piperidin-1-yl)methyl)-4-methoxy-1-(((S)-oxetan-2-yl)methyl)-1H-benzo[d]imidazole-6-carboxylic acid